4-[2,6-Dioxo-4-(trifluoromethyl)-3,6-dihydropyrimidin-1(2H)-yl]-2-(2-methylphenoxy)benzonitrile O=C1N(C(C=C(N1)C(F)(F)F)=O)C1=CC(=C(C#N)C=C1)OC1=C(C=CC=C1)C